OC1=CC=C(\C=C/C(=O)OC)C=C1 (Z)-Methyl p-hydroxycinnamate